C(C1=C(C(=CC(=C1)CC(C)C)C(C)(C)C)O)C1=C(C(=CC(=C1)CC(C)C)C(C)(C)C)O 2,2'-methylenebis(4-i-butyl-6-t-butylphenol)